(R)-4-((8'-oxo-6'-(trifluoromethyl)-7',8'-dihydro-6'H-spiro[cyclohexane-1,9'-pyrazino[1',2':1,5]pyrrolo[2,3-d]pyrimidin]-2'-yl)amino)benzenesulfonamide O=C1N[C@H](C2=CC3=C(N=C(N=C3)NC3=CC=C(C=C3)S(=O)(=O)N)N2C12CCCCC2)C(F)(F)F